(E)-N-(4-((4-(5-methoxypyridin-2-yl)-4-styrylpiperidin-1-yl)methyl)phenyl)acetamide COC=1C=CC(=NC1)C1(CCN(CC1)CC1=CC=C(C=C1)NC(C)=O)\C=C\C1=CC=CC=C1